NC1=CC=C(C(=C1C(=O)C1=C(C=CC=C1)F)Cl)Br (6-amino-3-bromo-2-chlorophenyl)-(2-fluorophenyl)methanone